C(C)OC1=C(C=CC=C1)CCN1C=NC(=C1)C1=NC=CC(=C1)C=1N=NNC1 1-[2-(2-ethoxyphenyl)ethyl]imidazol-4-yl-4-(1H-triazol-4-yl)pyridine